COC(=O)C1=CC=C(C=C1)C1=NC(=NC=C1C)NC=1C=NNC1 4-((4-(4-(methoxycarbonyl)phenyl)-5-methylpyrimidin-2-yl)amino)-1H-pyrazole